3-bromo-5H,6H,8H-imidazo[2,1-c][1,4]oxazine BrC1=CN=C2COCCN21